N-hydroxyethyl-3,3-dimethyl-6-nitroindoline OCCN1CC(C2=CC=C(C=C12)[N+](=O)[O-])(C)C